(2S,4R)-1-[(2S)-2-(11-aminoundecanoylamino)-3,3-dimethyl-butanoyl]-4-hydroxy-N-[(1S)-1-[4-(4-methylthiazol-5-yl)phenyl]ethyl]pyrrolidine-2-carboxamide NCCCCCCCCCCC(=O)N[C@H](C(=O)N1[C@@H](C[C@H](C1)O)C(=O)N[C@@H](C)C1=CC=C(C=C1)C1=C(N=CS1)C)C(C)(C)C